4-Amino-7-(1'-vinyl-2',3',5'-trihydroxy-β-D-ribofuranosyl)pyrrolo[2,1-f][1,2,4]triazine NC1=NC=NN2C1=CC=C2[C@]2(C(O)(C(O)([C@H](O2)C(O)O)O)O)C=C